C(C)(=O)C1=C(C2=C(N=C(N=C2)NC2=NC=C(C=C2)N2CC3CCC(C2)N3C3=CC=C(C=C3)CO[Si](C)(C)C(C)(C)C)N(C1=O)C1CCCC1)C 6-acetyl-2-((5-(8-(4-(((tert-butyldimethylsilyl)oxy)methyl)phenyl)-3,8-diazabicyclo[3.2.1]octan-3-yl)pyridin-2-yl)amino)-8-cyclopentyl-5-methylpyrido[2,3-d]pyrimidin-7(8H)-one